N1=C(N=CC=C1)N1CCN(CC1)CCCCN 4-(4-(2-pyrimidinyl)-1-piperazinyl)-1-butylamine